trans-4-((4-(2-Cyclopropyloxazol-4-yl)pyridine-2-yl)((trans-4-(5-methoxy-6-methyl pyridin-2-yl)cyclohexyl)methyl)carbamoyl)cyclohexyl 3-ethylazetidine-1-carboxylate C(C)C1CN(C1)C(=O)O[C@@H]1CC[C@H](CC1)C(N(C[C@@H]1CC[C@H](CC1)C1=NC(=C(C=C1)OC)C)C1=NC=CC(=C1)C=1N=C(OC1)C1CC1)=O